C(C1=CC=CC=C1)(=O)N1C(N(C=CC1=O)CC1(CC1)CO[Si](C1=CC=CC=C1)(C1=CC=CC=C1)C(C)(C)C)=O 3-benzoyl-1-((1-(((tert-butyldiphenylsilyl)oxy)methyl)cyclopropyl)methyl)pyrimidine-2,4(1H,3H)-dione